C(C)C1=C(C=CC(=C1)CN1CC2(CCS(C2)(=O)=O)CC1)C1=CC=C(C=C1)C(C(F)(F)F)(C(F)(F)F)O 7-((2-ethyl-4'-(1,1,1,3,3,3-hexafluoro-2-hydroxypropan-2-yl)-[1,1'-biphenyl]-4-yl)methyl)-2-thia-7-azaspiro[4.4]nonane 2,2-dioxide